6-(benzyloxycarbonyl)-6-azaspiro[2.5]octane-1-carboxylic acid C(C1=CC=CC=C1)OC(=O)N1CCC2(CC2C(=O)O)CC1